O1C=CC2=C1C(=CC=C2)O[C@@H](CCN)C=2OC=CC2 (S)-3-(benzofuran-7-yloxy)-3-(furan-2-yl)propan-1-amine